C1(CCCC1)OCCOC1=CC=CC=C1 2-(2-(cyclopentyloxy)ethoxy)benzene